FC(C(=O)C1=CN(C2=CC=CC=C12)CC(=O)O)(F)F 2-(3-(2,2,2-trifluoroacetyl)-1H-indol-1-yl)acetic acid